C(C1=CC=CC=C1)C(CC=C)NC1=C(C=C(C(=N1)C(=O)O)[N+](=O)[O-])C(F)(F)F 6-(1-Benzylbut-3-enylamino)-3-nitro-5-(trifluoromethyl)pyridine-2-carboxylic acid